pent-2-enoic acid C(C=CCC)(=O)O